(S)-N2-(1-((tert-butyldimethylsilyl)oxy)hexan-3-yl)-N4,N4-bis(4-methoxybenzyl)imidazo[2,1-f][1,2,4]triazine-2,4-diamine [Si](C)(C)(C(C)(C)C)OCC[C@H](CCC)NC1=NN2C(C(=N1)N(CC1=CC=C(C=C1)OC)CC1=CC=C(C=C1)OC)=NC=C2